2-azaspiro[4.4]nonane tartrate C(=O)(O)C(O)C(O)C(=O)O.C1NCCC12CCCC2